5-(imidazo[1,2-b]pyridazin-6-yl)-N-(cis-4-(2-methoxyethoxy)cyclohexyl)pyrrolo[2,1-f][1,2,4]triazin-2-amine N=1C=CN2N=C(C=CC21)C=2C=CN1N=C(N=CC12)N[C@@H]1CC[C@@H](CC1)OCCOC